C1(CC1)C(=O)N(N)C(C1=CC=C(C=C1)[N+](=O)[O-])=O N-(cyclopropanecarbonyl)-4-nitrobenzohydrazide